prolyl-valine N1[C@@H](CCC1)C(=O)N[C@@H](C(C)C)C(=O)O